CC=1CC[C@@H]([C@H](C1)C=1C(=CC(=CC1O)CCC1=CC=CC=C1)O)C(=C)C (1'S,2'S)-5'-methyl-4-phenethyl-2'-(prop-1-ene-2-yl)-1',2',3',4'-tetrahydro-[1,1'-biphenyl]-2,6-diol